2-cyclopropyl-3,4,5-trimethyl-4,5-dihydro-3H-imidazo[4,5-c]quinolin-6-amine C1(CC1)C1=NC2=C(C(N(C3=C(C=CC=C23)N)C)C)N1C